C(C)C1=C(C=CC=C1)C1=CCCCCN1C=O 7-(2-ethylphenyl)-2,3,4,5-tetrahydro-1H-azepine-1-carbaldehyde